(R)-3-(3-amino-1-(2-((6-amino-9H-purin-9-yl)methyl)-3-bromo-5-chlorophenyl)pyrrolidin-3-yl)-N-ethylpropanamide N[C@]1(CN(CC1)C1=C(C(=CC(=C1)Cl)Br)CN1C2=NC=NC(=C2N=C1)N)CCC(=O)NCC